tert-Butyl 4-(5-(4-hydroxy-4-methylpiperidin-1-yl)-6-((6-(1-methyl-1H-pyrazol-4-yl)pyridin-2-yl)carbamoyl)oxazolo[4,5-b]pyridin-2-yl)piperazine-1-carboxylate OC1(CCN(CC1)C1=C(C=C2C(=N1)N=C(O2)N2CCN(CC2)C(=O)OC(C)(C)C)C(NC2=NC(=CC=C2)C=2C=NN(C2)C)=O)C